ClCCCOC1=C(CNC(=O)[C@H]2N(C[C@@H](C2)O)C([C@H](C(C)(C)C)NC(=O)C2(CC2)F)=O)C=CC(=C1)C1=C(N=CS1)C (2S,4R)-N-(2-(3-chloropropoxy)-4-(4-methylthiazol-5-yl)benzyl)-1-((S)-2-(1-fluorocyclopropane-1-carboxamido)-3,3-dimethylbutanoyl)-4-hydroxypyrrolidine-2-carboxamide